[K].CC1=C(C(=O)P(C2=CC=CC=C2)=O)C(=CC(=C1)C)C 2,4,6-trimethylbenzoyl-phenylphosphine oxide, potassium salt